7-((4-(2-fluoro-6-(methylcarbamoyl)pyridin-3-yl)piperazin-1-yl)methyl)-3-isopropyl-6-fluoropyrazolo[1,5-a]quinoxalin-4(5H)-one FC1=NC(=CC=C1N1CCN(CC1)CC=1C(=C2NC(C=3N(C2=CC1)N=CC3C(C)C)=O)F)C(NC)=O